NC(COCCO)N Ethylene glycol bis-aminoethyl ether